S(=O)(=O)(O)O.C(CCCCCCCCCCCCC)OC1=CC=CC=C1 tetradecylphenyl ether sulfate